hexafluoro propylene oxide FC(C1(C(F)(F)O1)F)(F)F